6-(4-fluorophenylmethyl)-N,3-dimethyl-5-((2-(pyrrolidin-1-yl)ethyl)amino)pyrazine-2-carboxamide FC1=CC=C(C=C1)CC1=C(N=C(C(=N1)C(=O)NC)C)NCCN1CCCC1